oxothietan O=C1SCC1